Cl.COC1=C(C=CC(=C1)N1CCN(CC1)CCCNC)C1=C2C=C(NC2=CC=C1)C(=O)N(C)C 4-(2-methoxy-4-(4-(3-(methylamino)propyl)piperazin-1-yl)phenyl)-N,N-dimethyl-1H-indole-2-carboxamide hydrochloride